ClC=1C=CC(=C(C1)N1C(N(C(C1=O)=O)C1CN(C(C1)=O)C1=CC=CC=C1)=O)C 1-(5-chloro-2-methylphenyl)-3-(5-oxo-1-phenylpyrrolidin-3-yl)imidazolidine-2,4,5-trione